BrC1=CC(=CC=2NC3=CC=CC(=C3C12)Cl)Cl 4-bromo-2,5-dichloro-9H-carbazole